4-(Benzoselenazol-2-yl)-1-phenylpyridin-1-ium tetrafluoroborate F[B-](F)(F)F.[Se]1C(=NC2=C1C=CC=C2)C2=CC=[N+](C=C2)C2=CC=CC=C2